C1(CC1)C1=NC(=NC(=C1CC(=O)N(C)CCO)C)N1CCC(CC1)C1=C(C=CC=C1)OC 2-{4-cyclopropyl-2-[4-(2-methoxy-phenyl)-piperidin-1-yl]-6-methyl-pyrimidin-5-yl}-N-(2-hydroxy-ethyl)-N-methyl-acetamide